C(C(C)C)N1N=CC=2C=NC(=CC21)C2=NNC=C2NC(=O)N2C1(CC1)CC(CC2)CC(=O)OC Methyl 2-(4-((3-(1-isobutyl-1H-pyrazolo[4,3-c]pyridin-6-yl)-1H-pyrazol-4-yl)carbamoyl)-4-azaspiro[2.5]octan-7-yl)acetate